3-fluoro-6-(2-furyl)chromone 5''-methoxy-2-oxo-2H-[1,2':4',4''-terpyridine]-5'-carboxylate COC=1C(=CC=NC1)C1=CC(=NC=C1C(=O)O)N1C(C=CC=C1)=O.FC1=COC2=CC=C(C=C2C1=O)C=1OC=CC1